(E)-1-(2-bromo-1-chloro-2-iodovinyl)-4-ethylbenzene Br\C(=C(/Cl)\C1=CC=C(C=C1)CC)\I